CN(C1=CC=C(C=C1)C1=CC=C(S1)C=O)C 5-(4-(dimethylamino)phenyl)thiophene-2-formaldehyde